(R,S)-7-(cyclopropylamino)-5-((3-((methylsulfonyl)methyl)-4-(piperidin-3-yl)phenyl)amino)pyrazolo[1,5-a]pyrimidine-3-carbonitrile monotrifluoroacetic acid salt FC(C(=O)O)(F)F.C1(CC1)NC1=CC(=NC=2N1N=CC2C#N)NC2=CC(=C(C=C2)[C@@H]2CNCCC2)CS(=O)(=O)C